C(C)OC1OC2=C(O1)C=CC=C2O 2-ethoxy-4-hydroxybenzo[d][1,3]dioxolane